1-(6-((tert-butoxy-carbonyl)amino)-4-methylpyridin-3-yl)-7-(5,7-dihydro-6H-pyrrolo[3,4-b]-pyridin-6-yl)-4-oxo-1,4-dihydro-quinoline-3-carboxylic acid C(C)(C)(C)OC(=O)NC1=CC(=C(C=N1)N1C=C(C(C2=CC=C(C=C12)N1CC2=NC=CC=C2C1)=O)C(=O)O)C